COC(CC1CCN(CC1)C1=NC(=CN=C1C1=CC=C(C=C1)OC)CCCC)=O.C=1N=CN2C1C=CC=C2NC(CC2=CC=C(C=C2)C#N)=O N-(imidazo[1,5-a]pyridin-5-yl)-2-(4-cyanophenyl)acetamide methyl-2-(1-(6-butyl-3-(4-methoxyphenyl)pyrazin-2-yl)piperidin-4-yl)acetate